[C@H]12N(C[C@H](NC1)C2)C(=O)OC(C)(C)C (1R,4R)-tert-butyl 2,5-diazabicyclo[2.2.1]heptan-2-carboxylate